2,3-dihydrobenzoimidazole N1CNC2=C1C=CC=C2